BrC1=CC=C(O1)C(=O)[O-].CC(C[Sn+](CC(C)(C)C1=CC=CC=C1)CC(C)(C)C1=CC=CC=C1)(C)C1=CC=CC=C1 tri(2-methyl-2-phenylpropyl)tin 5-bromo-2-furoate